C(C1=CC=CC=C1)(C1=CC=CC=C1)N1CC(C1)(C)NCP(C)(C)=O (((1-benzhydryl-3-methylazetidin-3-yl)amino)methyl)dimethylphosphine oxide